N(O)=C(CCCCC(=O)[O-])C 6-oximino-1-heptanoate